ethyl-carbodiimide hydrochloride Cl.C(C)N=C=N